(9-(6-(1H-benzo[d]imidazol-2-yl)pyridinyl)-3,9-diazaspiro[5.5]undecan-3-yl)(6-(phenylamino)pyridin-2-yl)methanone N1C(=NC2=C1C=CC=C2)C2=CC=CC(=N2)N2CCC1(CCN(CC1)C(=O)C1=NC(=CC=C1)NC1=CC=CC=C1)CC2